Cl.ClC1=CC(=C(COC2=CC=CC(=N2)C=2CCNCC2)C=C1)F 6-((4-chloro-2-fluorobenzyl)oxy)-1',2',3',6'-tetrahydro-2,4'-bipyridine HCl salt